CC1=CC2=C(N=C(O2)CSC=2NC(C3=C(N2)N(N=C3)C3=CC=CC=C3)=O)C=C1 6-(((6-methylbenzo[d]oxazol-2-yl)methyl)thio)-1-phenyl-1,5-dihydro-4H-pyrazolo[3,4-d]pyrimidin-4-one